Cl.C[C@@H]1N(C[C@H](NC1)C)C=1C=2N=CN(C2N2C(N1)=NN=C2)C[C@H]2OCCC2 4-((2S,5R)-2,5-dimethylpiperazin-1-yl)-1-(((S)-tetrahydrofuran-2-yl)methyl)-1H-[1,2,4]triazolo[3,4-b]purine hydrochloride